2-buteneic acid carbonate C(O)(O)=O.C(C=CC)(=O)O